[Pt].[Pr] praseodymium-platinum